C1(=CC=CC2=CC=CC=C12)NC(COC)=O N-(naphthalen-1-yl)-3-oxabutyramide